N(=C=O)[C@H](C(=O)OC)COC(C)(C)C methyl (S)-2-isocyanato-3-tert-butoxypropionate